(Z)-4-((3-(7-(hydroxyamino)-7-oxoheptyl)-2,4-dioxathiazolidine-5-ylidene)methyl)benzoic acid methyl ester COC(C1=CC=C(C=C1)\C=C/1\ON(OS1)CCCCCCC(=O)NO)=O